6-[5-CHLORO-2-(TRIFLUOROMETHYL)PHENYL]-N-[(2,4-DIMETHOXYPHENYL)METHYL]-4-METHYLPHTHALAZIN-1-AMINE ClC=1C=CC(=C(C1)C=1C=C2C(=NN=C(C2=CC1)NCC1=C(C=C(C=C1)OC)OC)C)C(F)(F)F